(4-amino-1-methyl-1H-pyrazolo[4,3-c][1,7]naphthyridin-8-yl)((2R,4aS,9aR)-7-bromo-2-methyl-2,3,9,9a-tetrahydroindeno[2,1-b][1,4]oxazin-4(4aH)-yl)methanone NC1=NC=2C=NC(=CC2C2=C1C=NN2C)C(=O)N2[C@@H]1[C@H](O[C@@H](C2)C)CC=2C=C(C=CC21)Br